ClC1=CNC2=C(C=CC(=C12)Cl)NS(=O)(=O)C1=CC=C(C=C1)S(=O)(=O)F 4-(N-(3,4-dichloro-1H-indol-7-yl)sulfamoyl)benzenesulfonyl fluoride